N,N'-bis(propylphenyl)-carbodiimide C(CC)C1=C(C=CC=C1)N=C=NC1=C(C=CC=C1)CCC